5-chloro-3-((3,5-dichlorophenylimino)-methyl)-2-hydroxyphenyl isobutyrate C(C(C)C)(=O)OC1=C(C(=CC(=C1)Cl)C=NC1=CC(=CC(=C1)Cl)Cl)O